BrC1=CC=C2C=3C(=CN=NC13)C(N2C2C(NC(CC2)=O)=O)=O 3-(8-bromo-4-oxopyrrolo[4,3,2-de]cinnolin-5(4H)-yl)piperidine-2,6-dione